N-[2-(4-cyanophenyl)-2-oxoethyl]-2,2,2-trifluoroacetamide C(#N)C1=CC=C(C=C1)C(CNC(C(F)(F)F)=O)=O